1-((R)-1,1,1-trifluoropropan-2-yl)-4,5,6,7-tetrahydro-1H-indazole-6-carboxamide FC([C@@H](C)N1N=CC=2CCC(CC12)C(=O)N)(F)F